2-(4-fluoro-3-(trifluoromethyl)phenyl)ethan-1-one FC1=C(C=C(C=C1)CC=O)C(F)(F)F